C(C)(C)(C)OC(=O)N1C[C@H](CC1)[C@@H](C(=O)OC(C)(C)C)CC1=CC(=CC=C1)C=O (R)-3-((S)-1-(tert-butoxy)-3-(3-formylphenyl)-1-oxopropane-2-yl)pyrrolidine-1-carboxylic acid tert-butyl ester